3-(4,5-dimethylthiazol-2-yl)-5-(3-methoxy-phenyl)-2-(4-sulfophenyl)-2H-tetrazolium CC=1N=C(SC1C)N1N([NH2+]C(=N1)C1=CC(=CC=C1)OC)C1=CC=C(C=C1)S(=O)(=O)O